6-Benzyl-1-isopropyl-3-(3-methylbenzyl)-5,6,7,8-tetrahydropyrido[4,3-d]pyrimidine-2,4(1H,3H)-dione C(C1=CC=CC=C1)N1CC2=C(N(C(N(C2=O)CC2=CC(=CC=C2)C)=O)C(C)C)CC1